Normal-butyl-2-cyanoacrylate C(CCC)OC(C(=C)C#N)=O